4-methoxybenzyl 3-((3aS*,7aR*)-1-benzyl-3,3-difluorohexahydro-1H-pyrrolo[3,2-c]pyridin-5(6H)-yl)-2,2-dimethylpropanoate C(C1=CC=CC=C1)N1CC([C@H]2CN(CC[C@H]21)CC(C(=O)OCC2=CC=C(C=C2)OC)(C)C)(F)F |o1:10,15|